(5S)-2-(4-chloro-2-iodo-6-methylbenzyl)-4-(4-methoxybenzyl)-5-methylmorpholine ClC1=CC(=C(CC2CN([C@H](CO2)C)CC2=CC=C(C=C2)OC)C(=C1)C)I